C1(=CC=C(C=C1)N(C1=CC=2C(C3=CC=CC=C3C2C=C1)(C)C)C1=CC=C(C=C1)C=1C=CC=2N(C3=CC=CC=C3C2C1)C1=CC=CC=C1)C1=CC=CC=C1 N-[1,1'-biphenyl]-4-yl-9,9-dimethyl-N-[4-(9-phenyl-9H-carbazol-3-yl)phenyl]-9H-fluoren-2-amine